tert-Butyl 4-((2-(1-(4-cyano-2-fluorophenoxy)ethyl)pyrimidin-4-yl)oxy)piperidine-1-carboxylate C(#N)C1=CC(=C(OC(C)C2=NC=CC(=N2)OC2CCN(CC2)C(=O)OC(C)(C)C)C=C1)F